bis(2,4-dichlorobenzyl) peroxide ClC1=C(COOCC2=C(C=C(C=C2)Cl)Cl)C=CC(=C1)Cl